COC(C(C)(N(S(=O)(=O)CC1=CC=CC=C1)CCC1=CC(=CC=C1)OC)C)=O methyl-N-(3-methoxyphenylethyl)-N-toluenesulfonylaminopropionic acid methyl ester